ClC1=C(C=C(C=C1)F)[C@H]1C=2N(CC(N1)=O)C(=NC2NC(C2=CC(=CC(=C2)C(F)(F)F)F)=O)COC2=NC=CC=C2 (S)-N-(8-(2-chloro-5-fluorophenyl)-6-oxo-3-((pyridin-2-yloxy)methyl)-5,6,7,8-tetrahydroimidazo[1,5-a]pyrazin-1-yl)-3-fluoro-5-(trifluoromethyl)benzamide